O1C2=C(NC(C1)=O)C=CC=C2 benzo[b][1,4]oxazin-3(4H)-one